7-chloro-2-cyclobutylquinazolin-4(3H)-one ClC1=CC=C2C(NC(=NC2=C1)C1CCC1)=O